3-fluoro-2-(2-hydroxy-3,5-dimethylbenzyl)benzonitrile FC=1C(=C(C#N)C=CC1)CC1=C(C(=CC(=C1)C)C)O